4-[[2-(5-Fluoro-2-hydroxyphenyl)acetyl]amino]-N-[1-(hydroxymethyl)cyclobutyl]pyridin FC=1C=CC(=C(C1)CC(=O)NC1=CCN(C=C1)C1(CCC1)CO)O